C(=C)C1=CC=C(C=C1)[Si](OC)(OC)OC p-vinylphenyltrimethoxysilane